CC1=CC(OC2=CC(=CC=C12)NC(=O)OCC)=O 4-methyl-7-ethoxyformamidocoumarin